C(C1=CC=CC=C1)OC1=NN=C(C2=CC=C(C=C12)Br)Cl 4-benzyloxy-6-bromo-1-chloro-phthalazine